OC1=C(C(=O)C2=C(C=CC=C2)C(=O)O)C=CC(=C1)OCC 2-hydroxy-4-ethoxy-2'-carboxybenzophenone